CC(C[C@@H]([C@H]1OC1)NC(OC1CCC1)=O)C Cyclobutyl ((S)-3-methyl-1-((R)-oxiran-2-yl)butyl)carbamate